FC(OC=1C=C(C=CC1F)C=1C=C2C(=NC1)C=NN2CC(=O)N2CCCC2)F 2-[6-[3-(Difluoromethoxy)-4-fluoro-phenyl]pyrazolo[4,3-b]pyridin-1-yl]-1-pyrrolidin-1-yl-ethanone